C1(=CC=CC2=CC=CC=C12)C(=O)C1=CN(C2=CC=CC=C12)CCCC naphthalen-1-yl-(1-butylindol-3-yl)methanone